(4-Nitrophenyl) [(3R)-5-oxopyrrolidin-3-yl] carbonate C(OC1=CC=C(C=C1)[N+](=O)[O-])(O[C@H]1CNC(C1)=O)=O